ethyl 2-aminoacetate, hydrochloride Cl.NCC(=O)OCC